((R)-4-(azetidin-1-yl)-2,5-dimethyl-5,7-dihydro-6H-pyrrolo[3,4-d]pyrimidin-6-yl)((R)-1-(2-(difluoromethoxy)pyridin-4-yl)pyrrolidin-3-yl)methanone N1(CCC1)C=1C2=C(N=C(N1)C)CN([C@@H]2C)C(=O)[C@H]2CN(CC2)C2=CC(=NC=C2)OC(F)F